(E)-2-(2-(2-Methyl-2H-indazol-5-yl)vinyl)benzo[d]thiazol-6-ol CN1N=C2C=CC(=CC2=C1)/C=C/C=1SC2=C(N1)C=CC(=C2)O